N-((2R,3S)-1-(4-(benzyloxy)pyridin-3-yl)-2-((((CIS)-4-phenylcyclohexyl)oxy)methyl)pyrrolidin-3-yl)methanesulfonamide C(C1=CC=CC=C1)OC1=C(C=NC=C1)N1[C@H]([C@H](CC1)NS(=O)(=O)C)CO[C@@H]1CC[C@@H](CC1)C1=CC=CC=C1